C(C=C)[C@H]1[C@](CN(C1)S(NC1=NN(C=C1)COCC[Si](C)(C)C)(=O)=O)(C(=O)OCC1=CC=CC=C1)N=[N+]=[N-] |r| (rac)-benzyl trans-4-allyl-3-azido-1-(N-(1-((2-(trimethylsilyl)ethoxy)methyl)-1H-pyrazol-3-yl)sulfamoyl)pyrrolidine-3-carboxylate